2-(6-(4-((2-(2,4-dioxotetrahydropyrimidin-1(2H)-yl)-1,3-dioxoisoindolin-5-yl)methyl)piperazin-1-yl)-1-oxoisoindolin-2-yl)-2-(5-fluoro-2-hydroxyphenyl)-N-(thiazol-2-yl)acetamide O=C1N(CCC(N1)=O)N1C(C2=CC=C(C=C2C1=O)CN1CCN(CC1)C1=CC=C2CN(C(C2=C1)=O)C(C(=O)NC=1SC=CN1)C1=C(C=CC(=C1)F)O)=O